FC1=NC=C(C=C1CO)OC (2-fluoro-5-methoxypyridin-3-yl)methanol